6-(4-fluoro-3-methylphenyl)-3-methyl-1,3-dihydro-2H-imidazo[4,5-b]Pyridine-2-one FC1=C(C=C(C=C1)C=1C=C2C(=NC1)N(C(N2)=O)C)C